NC=1C=2N(C=CN1)C(=NC2Br)C2CCC(CC2)O 4-(8-amino-1-bromoimidazo[1,5-a]pyrazin-3-yl)cyclohexan-1-ol